ClC=1C=C(C=CC1OC)N1C(CCC[C@H]1C1=NC2=C(N1C1CCC(CC1)(F)F)C=CC(=C2)C=2C(=NOC2C)C)=O (S)-1-(3-chloro-4-methoxyphenyl)-6-(1-(4,4-difluorocyclohexyl)-5-(3,5-dimethylisoxazol-4-yl)-1H-benzo[d]imidazol-2-yl)piperidin-2-one